OC(CS(=O)(=O)C1=CC=C(C=C1)NC1=NC=C2C=CN=C(C2=C1)N1CCC(CC1)C#N)C 1-(7-((4-((2-hydroxypropyl)sulfonyl)phenyl)amino)-2,6-naphthyridin-1-yl)piperidine-4-carbonitrile